C(C)(=O)OCCOCC#CC#CCOCCBr 2-[6-(2-bromoethoxy) hex-2,4-diynyloxy]Ethyl acetate